NC=1C=C(C=NC1)C=1C2=C(C(=NC1)OC)N=C(S2)[NH-] [7-(5-amino-pyridin-3-yl)-4-methoxy-thiazolo[4,5-c]pyridin-2-yl]-amid